N-((3R,4S)-3-((((1s,4S)-4-phenylcyclohexyl)oxy)methyl)-1-(pyridin-2-ylmethyl)piperidin-4-yl)methanesulfonamide C1(=CC=CC=C1)C1CCC(CC1)OC[C@@H]1CN(CC[C@@H]1NS(=O)(=O)C)CC1=NC=CC=C1